(3-chloro-2-fluorophenyl)-7-methoxy-6-(piperidin-4-ylthio)quinazolin-4-amine ClC=1C(=C(C=CC1)C1=NC2=CC(=C(C=C2C(=N1)N)SC1CCNCC1)OC)F